C[C@H]1[C@@H]([C@H]([C@H]([C@@H](O1)O[C@H]2[C@@H]([C@H](O[C@H]([C@@H]2O)OCCCN)CO)O)O)O[C@H]3[C@H]([C@H]([C@@H]([C@H](O3)CO)O)O[C@H]4[C@H]([C@H]([C@@H]([C@H](O4)CO)O)O[C@H]5[C@@H]([C@H]([C@@H]([C@H](O5)CO)O)O[C@H]6[C@@H]([C@@H]([C@H]([C@@H](O6)C)O)O[C@H]7[C@H]([C@H]([C@@H]([C@H](O7)CO)O)O[C@H]8[C@H]([C@H]([C@@H]([C@H](O8)CO)O)O)O[C@@H]9[C@H]([C@H]([C@@H]([C@H](O9)CO)O)O)O)O)O)O)O[C@@H]1[C@H]([C@H]([C@@H]([C@H](O1)CO)O)O)O)O)O The molecule is a decasaccharide derivative consisting of a D-glucosyl residue beta-linked to a 3-aminopropyloxy group and which carries at O-3 an alpha-D-mannosyl-(1->2)-[alpha-D-mannosyl-(1->2)-beta-D-mannosyl-(1->3)-beta-D-mannosyl-(1->3)-alpha-L-rhamnosyl-(1->3)-beta-D-glucosyl-(1->3)]-beta-D-mannosyl-(1->3)-beta-D-mannosyl-(1->3)-alpha-L-rhamnosyl branched nonasaccharide unit.